6,8-difluoroquinolin-3-amine FC=1C=C2C=C(C=NC2=C(C1)F)N